(7R,14R)-1-(difluoromethoxy)-11-(4,5-dihydroxyhex-1-yn-1-yl)-6-(methyl-d3)-6,7-dihydro-7,14-methanobenzo[f]benzo[4,5]imidazo[1,2-a][1,4]diazocin-5(14H)-one FC(OC1=CC=CC=2C(N([C@H]3C=4N([C@@H](C21)C3)C3=C(N4)C=CC(=C3)C#CCC(C(C)O)O)C([2H])([2H])[2H])=O)F